bis(6-(10H-phenothiazin-10-yl)pyrene-1-yl)(phenyl)phosphine oxide C1=CC=CC=2SC3=CC=CC=C3N(C12)C1=C2C=CC3=CC=C(C4=CC=C(C=C1)C2=C43)P(C4=CC=CC=C4)(C4=CC=C3C=CC2=C(C=CC1=CC=C4C3=C21)N2C1=CC=CC=C1SC=1C=CC=CC21)=O